(2-((4-bromobenzyl)oxy)-5-methylbenzyl)-1-methylpiperidin-4-amine BrC1=CC=C(COC2=C(CC3N(CCC(C3)N)C)C=C(C=C2)C)C=C1